6-[2-(methylamino)-1H-1,3-benzodiazol-5-yl]thieno[2,3-d]pyrimidine-2,4-dione CNC1=NC2=C(N1)C=CC(=C2)C2=CC1=C(NC(NC1=O)=O)S2